N-(oxazol-4-yl-methyl)-acetamide O1C=NC(=C1)CNC(C)=O